(5-(2-fluoro-5-((7-methyl-4-oxo-3,4-dihydrophthalazin-1-yl)methyl)phenyl)-1H-benzimidazol-2-yl)carbamic acid methyl ester COC(NC1=NC2=C(N1)C=CC(=C2)C2=C(C=CC(=C2)CC2=NNC(C1=CC=C(C=C21)C)=O)F)=O